COC1=CC=C(C2=C1NC(=N2)[NH-])C=2C=NN(C2)C [7-methoxy-4-(1-methyl-1H-pyrazol-4-yl)-1H-benzoimidazol-2-yl]-amid